ClC=1N=C(SC1C(=O)C1=NC(=NO1)C)N(C1=CC=C(C=C1)F)C(C(=O)OCC)C ethyl 2-(N-[4-chloro-5-(3-methyl-1,2,4-oxadiazole-5-carbonyl)thiazol-2-yl]-4-fluoro-anilino)propanoate